methyl 3-amino-1-phenyl-1H-pyrazole-4-carboxylate NC1=NN(C=C1C(=O)OC)C1=CC=CC=C1